NC=1C2=C(N=CN1)C(=NC(=C2)NS(=O)(=O)C)C2=C(C(=CC=C2C)O)C (S)-N-(4-amino-8-(3-hydroxy-2,6-dimethylphenyl)pyrido[3,4-d]pyrimidin-6-yl)methanesulfonamide